CO[C@@H](COC)C=1C=C2C(=CC=NC2=CC1)C(=O)OC |r| rac-methyl (R)-6-(1,2-dimethoxyethyl)quinoline-4-carboxylate